CC1=CN=NC(=C1C)N1CC=2C=C(C=NC2CC1)C=1C=NC=CC1 4,5-dimethyl-6-[3-(3-pyridyl)-7,8-dihydro-5H-1,6-naphthyridin-6-yl]pyridazine